ClC=1C=C(C=C(C1)Cl)C1=C(C(=C(C(=C1[2H])[2H])[2H])[2H])[2H] 3,5-dichloro-1,1'-biphenyl-2',3',4',5',6'-d5